ClC1=C(C(=CC=C1)Cl)C=1C=C2C(=NN(C2=CC1)C(C1=CC=CC=C1)(C1=CC=CC=C1)C1=CC=CC=C1)NC(=O)C1CCN(CC1)CC(C)C N-[5-(2,6-dichlorophenyl)-1-trityl-1H-indazol-3-yl]-1-(2-methylpropyl)piperidine-4-carboxamide